CC1(CC(C2=C(C=CC=C12)C1=NC=CC=C1C(=O)N)C)C [1,1,3-trimethyl-2,3-dihydro-1H-inden-4-yl]pyridine-3-carboxamide